2,9-dimethyl-1,10-phenanthroline-4,7(1H,10H)-dione CC=1NC2=C3NC(=CC(C3=CC=C2C(C1)=O)=O)C